1-(3-(4-(bis(ethylsulfanyl)methyl)-2-methoxyphenoxy)propyl)-4-((4-bromophenyl)sulfonyl)piperazine C(C)SC(C1=CC(=C(OCCCN2CCN(CC2)S(=O)(=O)C2=CC=C(C=C2)Br)C=C1)OC)SCC